2-methoxy-6-(2-methyl-6-(5-(trifluoromethyl)pyridin-2-yl)piperidine-1-carbonyl)quinoline-3-carboxamide COC1=NC2=CC=C(C=C2C=C1C(=O)N)C(=O)N1C(CCCC1C1=NC=C(C=C1)C(F)(F)F)C